((1R,8S,9s)-bicyclo[6.1.0]non-4-yn-9-yl)methyl (18-(4-((E)-2-(fluorosulfonyl)vinyl)phenoxy)-13-oxo-3,6,9-trioxa-12-azaoctadecyl)carbamate FS(=O)(=O)/C=C/C1=CC=C(OCCCCCC(NCCOCCOCCOCCNC(OCC2[C@H]3CCC#CCC[C@@H]23)=O)=O)C=C1